COC=1C=C(C=C(C1)C)C1=CC=2N(C[C@H]3N(C2N=C1)CCN(C3)C(CCC(=O)O)=O)S(=O)(=O)C3=CC(=CC=C3)C(F)(F)F (S)-4-(3-(3-methoxy-5-methylphenyl)-5-(3-(trifluoromethyl)phenylsulfonyl)-6a,7,9,10-tetrahydro-5H-pyrazino[1,2-a]pyrido[3,2-e]pyrazin-8(6H)-yl)-4-oxobutanoic acid